C(C)OC1=C(C=CC=C1)C1=NC=2CN(C[C@]3(C2C=C1)[C@@H](CNCC3)CC)C[C@@H]3N(CCC3)C(=O)OC(C)(C)C |&1:15,19| tert-butyl (R)-2-(((3SR,4SR)-2'-(2-ethoxyphenyl)-3-ethyl-6'H-spiro[piperidine-4,5'-[1,7]naphthyridin]-7'(8'H)-yl)methyl)pyrrolidine-1-carboxylate